S1C(=NC2=C1C=CC=C2)NC(=O)C=2C=NN(C2C)C2=C(C=CC=C2F)Br N-(Benzo[d]thiazol-2-yl)-1-(2-bromo-6-fluorophenyl)-5-methyl-1H-pyrazole-4-carboxamide